CN(CCNC(CSCC[C@@H](C(=O)OC)NC(CCN(C)C)=O)=O)C Methyl (2S)-4-[(2-{[2-(dimethylamino)ethyl]amino}-2-oxoethyl)sulfanyl]-2-[3-(dimethylamino)propanamido]butanoate